(S)-2-((2-oxo-4-(o-tolyl)-2H-chromen-7-yl)amino)-3-(trifluoromethoxy)propanamide O=C1OC2=CC(=CC=C2C(=C1)C1=C(C=CC=C1)C)N[C@H](C(=O)N)COC(F)(F)F